C(#N)[C@H]1CC[C@H](CC1)N1N=CC(=C1)NC1=NC=C(C(=N1)C1=C(C(=O)NCC#N)C=CC=C1)C (2-((1-(cis-4-cyanocyclohexyl)-1H-pyrazol-4-yl)amino)-5-methylpyrimidin-4-yl)-N-(cyanomethyl)benzamide